N-[2-Methyl-5-(1-methyl-1,2,4-triazol-3-yl)phenyl]-7-thiazol-4-yl-imidazo[1,2-a]pyridine-3-carboxamide CC1=C(C=C(C=C1)C1=NN(C=N1)C)NC(=O)C1=CN=C2N1C=CC(=C2)C=2N=CSC2